NC1=NC=C(C=C1CNC([C@H](C)NC(=O)[C@@H]1N(C[C@H](C1)C1=CC=CC=C1)C(=O)OC(C)(C)C)=O)Cl tert-butyl (2R,4R)-2-(((S)-1-(((2-amino-5-chloropyridin-3-yl) methyl) amino)-1-oxopropan-2-yl) carbamoyl)-4-phenylpyrrolidine-1-carboxylate